3,4-dimethyl-5-ethyl-phenol CC=1C=C(C=C(C1C)CC)O